N=1C=2N(C=CC1N)C1=C(N2)C=CC=C1 Benzo[4,5]imidazo[1,2-a]pyrimidin-2-amine